3-(9-((4-(aminomethyl)-3-fluoro-2-methylphenyl)carbamoyl)-4,5-dihydrobenzo[b]thieno[2,3-d]oxepin-8-yl)-6-(propylcarbamoyl)picolinic acid NCC1=C(C(=C(C=C1)NC(=O)C1=CC2=C(OCCC3=C2SC=C3)C=C1C=1C(=NC(=CC1)C(NCCC)=O)C(=O)O)C)F